C1(=CC=CC=C1)S(=O)(=O)NC1=C(C=CC=C1)NC(=O)NC1=CC=CC=C1 1-[2-(phenylsulphonylamino)-phenyl]-3-phenylurea